6-(3,5-difluorobenzylamino)-9H-purin FC=1C=C(CNC2=C3N=CNC3=NC=N2)C=C(C1)F